ClC=1C=NN(C1)C=1C=C(C(N(C1C1=C(C=C(C=C1F)F)F)CC)=O)C(F)F 5-(4-chloro-1H-pyrazol-1-yl)-3-(difluoromethyl)-1-ethyl-6-(2,4,6-trifluorophenyl)pyridin-2(1H)-one